4-((4-((4-((2-chlorophenyl)carbamoyl)phenyl)amino)-5-fluoropyrimidin-2-yl)amino)benzoic acid ClC1=C(C=CC=C1)NC(=O)C1=CC=C(C=C1)NC1=NC(=NC=C1F)NC1=CC=C(C(=O)O)C=C1